S(=O)(=O)(O)C1=C(C(=O)[O-])C=CC=C1C(=O)[O-] sulfoisophthalate